1-(7-(1H-pyrazol-4-yl)-4H-chromeno[3,4-d]thiazol-2-yl)-N-methylpyrrolidin-3-amine N1N=CC(=C1)C=1C=CC2=C(C1)OCC=1N=C(SC12)N1CC(CC1)NC